C(C)(C)(C)OC(=O)N1[C@@H](CC(CC1)CC(=O)OCC)C (2R)-4-(2-ethoxy-2-oxo-ethyl)-2-methyl-piperidine-1-carboxylic acid tert-butyl ester